Cl.BrC=1C=C2C(=NN(C(C2=CC1)=O)CC(=O)NC1CNCC(C1)(F)F)C(C)C 2-(6-bromo-4-isopropyl-1-oxophthalazin-2(1H)-yl)-N-(5,5-difluoropiperidin-3-yl)acetamide hydrochloride